ClC=1N=CC=C2C=CC(=NC12)NC12CCC(CC1)(CC2)[C@H](C)N[S@@](=O)C(C)(C)C (S)-N-((S)-1-(4-((8-chloro-1,7-naphthyridin-2-yl)amino)bicyclo[2.2.2]oct-1-yl)ethyl)-2-methylpropan-2-sulfinamide